(R)-1-((2S,4R,5R)-5-(2-acetamido-6,8-dioxo-7-(prop-2-yn-1-yl)-1,6,7,8-tetrahydro-9H-purin-9-yl)-4-acetoxytetrahydrofuran-2-yl)-2-fluoroethylacetate C(C)(=O)NC=1NC(C=2N(C(N(C2N1)[C@H]1[C@@H](C[C@H](O1)[C@H](CF)CC(=O)[O-])OC(C)=O)=O)CC#C)=O